tert-butylsilanetriamine C(C)(C)(C)[Si](N)(N)N